O=C1NC(CCC1N1C(C2=CC=C(C=C2C1)C1=NC=CC(=C1F)CN1C[C@H](C[C@@H](C1)F)NC(OC(C)(C)C)=O)=O)=O tert-butyl ((3S,5S)-1-((2-(2-(2,6-dioxopiperidin-3-yl)-1-oxoisoindolin-5-yl)-3-fluoropyridin-4-yl)methyl)-5-fluoropiperidin-3-yl)carbamate